tert-butyl (R)-3-(ethyl(pent-4-en-1-yl)amino)pyrrolidine-1-carboxylate C(C)N([C@H]1CN(CC1)C(=O)OC(C)(C)C)CCCC=C